CC[C@H](C)[C@@H](C(=O)[O-])NC(=O)[C@H](CNC(=O)/C=C/C(=O)N)[NH3+] The molecule is a peptide zwitterion obtained by transfer of a proton from the carboxy to the amino terminus of dapdiamide B; major species at pH 7.3. It has a role as a bacterial metabolite. It is a tautomer of a dapdiamide B.